N-((R)-2-Hydroxy-1-phenyl-ethyl)-2-[3-(4-trifluoromethoxy-benzyl)-3H-imidazo[4,5-b]pyridin-2-ylsulfanyl]-acetamide OC[C@@H](C1=CC=CC=C1)NC(CSC1=NC=2C(=NC=CC2)N1CC1=CC=C(C=C1)OC(F)(F)F)=O